1-(5-(4-amino-1-(tetrahydro-2H-pyran-4-yl)-1H-pyrazolo[3,4-d]pyrimidin-3-yl)-4-fluoroindolin-1-yl)-2-(4-fluoro-3-(trifluoromethyl)phenyl)ethan-1-one NC1=C2C(=NC=N1)N(N=C2C=2C(=C1CCN(C1=CC2)C(CC2=CC(=C(C=C2)F)C(F)(F)F)=O)F)C2CCOCC2